8-hydroxy-6H-benzo[c]chromen-6-one OC=1C=CC2=C(C(OC3=CC=CC=C23)=O)C1